C(C)(C)(C)OC(NC1=CC=C(C=C1)NC1=NC=C(C=C1N)Br)=O [4-(3-amino-5-bromo-pyridin-2-ylamino)-phenyl]-carbamic acid tert-butyl ester